5-[(methoxymethyl)oxy]-4-methyl-7-[(2-phenyl)ethynyl]-3,4-dihydro-2H-chromene COCOC1=C2C(CCOC2=CC(=C1)C#CC1=CC=CC=C1)C